4-[4-(3,5-dimethylphenoxy)-3-methoxyphenyl]-2H,4H,5H,6H,7H-pyrazolo[3,4-b]pyridin-6-one CC=1C=C(OC2=C(C=C(C=C2)C2C=3C(NC(C2)=O)=NNC3)OC)C=C(C1)C